FC(C1=C(C=CC(=C1)C(F)(F)F)CC(=O)N(C1=CC=C(C=C1)F)CC1=NN=C(O1)C1=NC=C(C=N1)Cl)(F)F 2-[2,4-bis(trifluoromethyl)phenyl]-N-{[2-(5-chloropyrimidin-2-yl)-1,3,4-oxadiazol-5-yl]methyl}-N-(4-fluorophenyl)acetamide